BrCC1=C(C=CC=C1)F 1-(Bromomethyl)-2-fluorobenzene